FC=1C=2N(C=CC1)N=C(C2)[C@H]2N(CCC1=C2N=CN1)C(=O)C=1OC(=NN1)C=1N=CN(C1)C (S)-(4-(4-fluoropyrazolo[1,5-a]pyridin-2-yl)-6,7-dihydro-1H-imidazo[4,5-c]pyridin-5(4H)-yl)(5-(1-methyl-1H-imidazol-4-yl)-1,3,4-oxadiazol-2-yl)methanone